3-formyl-4-methyl-N-(3-(trifluoromethyl)phenyl)benzamide C(=O)C=1C=C(C(=O)NC2=CC(=CC=C2)C(F)(F)F)C=CC1C